4-(2-cyanopropan-2-yl)-N-(6-methyl-5-(7-(methylamino)-1,6-naphthyridin-3-yl)pyridin-3-yl)picolinamide C(#N)C(C)(C)C1=CC(=NC=C1)C(=O)NC=1C=NC(=C(C1)C=1C=NC2=CC(=NC=C2C1)NC)C